C(C=C)(=O)OCCC[Si](OC)(OC)C1=CC=CC=C1 acryloyloxypropylphenyldimethoxysilane